(E)-4-(4-hydroxy-3-methoxyphenyl-methyleneamino)-3-ethyl-4H-1,2,4-triazole OC1=C(C=C(C=C1)\C=N\N1C(=NN=C1)CC)OC